O1CCOC12CCN(CC2)C2=NC=CC(=N2)NC=2N=CC1=C(C=CC(=C1C2)C(C)C)N2CC(C2)CS(=O)(=O)C N-(2-{1,4-dioxa-8-azaspiro[4.5]decan-8-yl}pyrimidin-4-yl)-8-[3-(methanesulfonylmeth-yl)azetidin-1-yl]-5-(propan-2-yl)isoquinolin-3-amine